C1=C(C=CC2=CC=CC=C12)[C@@H]1[C@H](C1)N[C@@H]1CC[C@@H](CC1)N (cis)-N1-((1S,2R)-2-(naphthalen-2-yl)cyclopropyl)cyclohexane-1,4-diamine